nonyl-propenyl-phenylether sulfate salt S(=O)(=O)(O)O.C(CCCCCCCC)C=1C(=C(C=CC1)OC1=C(C(=CC=C1)CCCCCCCCC)C=CC)C=CC